perfluoro(4-vinyloxyl-1-butene) FC(=C(C(C(OC(=C(F)F)F)(F)F)(F)F)F)F